4-{[(2S,4S)-4-(ethylsulfanyl)-2-[4-(methoxycarbonyl)phenyl]piperidin-1-yl]methyl}-5-methoxy-7-methyl-1H-indole-1-carboxylic acid tert-butyl ester C(C)(C)(C)OC(=O)N1C=CC2=C(C(=CC(=C12)C)OC)CN1[C@@H](C[C@H](CC1)SCC)C1=CC=C(C=C1)C(=O)OC